1-propyl-2,3-dimethylimidazole hexafluorophosphate F[P-](F)(F)(F)(F)F.C(CC)N1C(N(C=C1)C)C